N-(((1S,4S,5S)-4-(4-(8-azido-2-methyl-3-phenyloctan-2-yl)-2,6-dimethoxyphenyl)-6,6-dimethylbicyclo[3.1.1]hept-2-en-2-yl)methyl)pent-4-ynamide N(=[N+]=[N-])CCCCCC(C(C)(C)C1=CC(=C(C(=C1)OC)[C@H]1C=C([C@@H]2C([C@H]1C2)(C)C)CNC(CCC#C)=O)OC)C2=CC=CC=C2